BrC=1SC=C(N1)C(=O)NC1=CC=C(C(=C1N1C[C@@H](CCC1)CNC(OC(C)(C)C)=O)C(F)(F)F)SC1=CC=CC=C1 tert-butyl {[(3S)-1-{6-[(2-bromo-1,3-thiazole-4-carbonyl)amino]-3-(phenylsulfanyl)-2-(trifluoromethyl)phenyl}piperidin-3-yl]methyl}carbamate